3-oxabicyclo[3.1.0]hexan-6-yl-[rac-(5S,7S)-7-fluoro-5-phenyl-6,7-dihydro-5H-pyrrolo[1,2-b][1,2,4]triazol-2-yl]methanone C12COCC2C1C(=O)C=1N=C2N(N1)[C@@H](C[C@@H]2F)C2=CC=CC=C2 |r|